CC(COC(O[C@]1(O[C@H]([C@@H]([C@@H]1O)O)C1=CC=C2C(=NC=NN21)N)C#N)=O)C2=CC=CC=C2 carbonic acid ((2R,3S,4R,5S)-5-(4-aminopyrrolo[2,1-f][1,2,4]triazin-7-yl)-2-cyano-3,4-dihydroxytetrahydrofuran-2-yl) methylphenylethyl ester